C[N+](C1CCC(CC1)[N+](C)(C)C)(C)C N1,N1,N1,N4,N4,N4-hexamethylcyclohex-ane-1,4-diaminium